(S)-N-((S)-8-Cyclopropyl-1-(5-(4-fluorophenyl)-1H-imidazol-2-yl)-7-oxooctyl)-6-ethyl-6-azaspiro[2.5]octan-1-carboxamid C1(CC1)CC(CCCCC[C@@H](C=1NC(=CN1)C1=CC=C(C=C1)F)NC(=O)[C@H]1CC12CCN(CC2)CC)=O